C(C)(=O)N1CCC(CC1)C1=NN(C=2C=CC=C(C12)C1=C(C=C2C=NN(C2=C1)C)F)CC(=O)N[C@H]1[C@@H](OCC1)C=1N(C=CN1)C |r| rac-2-(3-(1-acetylpiperidin-4-yl)-5'-fluoro-1'-methyl-1H,1'H-[4,6'-biindazol]-1-yl)-N-((2R,3R)-2-(1-methyl-1H-imidazol-2-yl)tetrahydrofuran-3-yl)acetamide